(3R)-3-({2-[2-(1,1,2,2-tetrafluoroethoxy)phenyl][1,2,4]triazolo[1,5-c]quinazolin-5-yl}amino)azepin-2-one FC(C(F)F)(OC1=C(C=CC=C1)C1=NN2C(=NC=3C=CC=CC3C2=N1)NC=1C(N=CC=CC1)=O)F